[Se].[Cu].[Ni] nickel-copper-selenium